(1-((4'-(6-chloro-2-(((3R,3aR,6R,6aR)-6-hydroxyhexahydrofuro[3,2-b]furan-3-yl)oxy)-1H-imidazo[4,5-b]pyridin-5-yl)-[1,1'-biphenyl]-4-yl)methyl)piperidine-4,4-diyl)dimethanol ClC=1C=C2C(=NC1C1=CC=C(C=C1)C1=CC=C(C=C1)CN1CCC(CC1)(CO)CO)N=C(N2)O[C@H]2[C@@H]1[C@H](OC2)[C@@H](CO1)O